2-butyl-7-chloro-N,N-bis(4-methoxybenzyl)-1H-imidazo[4,5-d]pyridazin-4-amine C(CCC)C1=NC=2C(=C(N=NC2N(CC2=CC=C(C=C2)OC)CC2=CC=C(C=C2)OC)Cl)N1